2-((1-(2-(4,4-dimethylpiperidin-1-yl)-3,6-dimethyl-4-oxo-3,4-dihydroquinazolin-8-yl)ethyl)amino)-6-fluorobenzoic acid CC1(CCN(CC1)C1=NC2=C(C=C(C=C2C(N1C)=O)C)C(C)NC1=C(C(=O)O)C(=CC=C1)F)C